OCC1=CC=CC(=N1)C(=O)NC1=CC=C(C=C1)C 6-(hydroxymethyl)-N-(p-tolyl)picolinic acid amide